2-[(5-Bromo-4-chloro-pyrrolo[2,3-d]pyrimidin-7-yl)methoxy]ethyl-trimethyl-silane BrC1=CN(C=2N=CN=C(C21)Cl)COCC[Si](C)(C)C